N1,N1,N3,N3-tetramethyl-5-propyl-1,3-benzenediamine CN(C1=CC(=CC(=C1)CCC)N(C)C)C